(2-(5-benzylthiazol-2-yl)-1,1-dioxidothiomorpholino)(4-bromo-3-chlorophenyl)methanone C(C1=CC=CC=C1)C1=CN=C(S1)C1S(CCN(C1)C(=O)C1=CC(=C(C=C1)Br)Cl)(=O)=O